ClC=1C=CC(=C(C1)C1(CC1)C#N)I 1-(5-Chloro-2-iodophenyl)cyclopropane-1-carbonitrile